CN([C@@H](C(=O)O)C1=C(C(=CC=C1)OC1CCOCC1)N1C(CCC1)=O)[C@@H]1C[C@H](CC1)OCCCCC1=NC=2NCCCC2C=C1 (R)-2-(methyl((1S,3S)-3-(4-(5,6,7,8-tetrahydro-1,8-naphthyridin-2-yl)butoxy)cyclopentyl)amino)-2-(2-(2-oxopyrrolidin-1-yl)-3-((tetrahydro-2H-pyran-4-yl)oxy)phenyl)acetic acid